Butyl (3s)-4-(6-Cyano-2-(2-((6,6-Dimethyl-2,4-Dioxo-3-Azabicyclo[3.1.0]Hexan-3-Yl)Methyl)Thieno[3,2-B]Pyridin-7-Yl)-4-Methylnicotinoyl)-3-Methylpiperazine-1-Carboxylate C(#N)C1=NC(=C(C(=O)N2[C@H](CN(CC2)C(=O)OCCCC)C)C(=C1)C)C1=C2C(=NC=C1)C=C(S2)CN2C(C1C(C1C2=O)(C)C)=O